CC1(OC[C@@H](O1)C=O)C (R)-2,2-dimethyl-1,3-dioxolane-4-formaldehyde